FC(COC(C(=C)C)=O)(C(C(C(F)(F)F)(F)F)(F)F)F.C(C=C)OC1=CC=C(C(=C1C1CC(NC1)=O)Cl)Cl 4-(6-(allyloxy)-2,3-dichlorophenyl)pyrrolidin-2-one 2,2,3,3,4,4,5,5,5-nonafluoropentyl-methacrylate